(S)-2-((((9H-fluoren-9-yl)methoxy)carbonyl)(methyl)amino)-3-(piperidin-1-yl)propanoic acid C1=CC=CC=2C3=CC=CC=C3C(C12)COC(=O)N([C@H](C(=O)O)CN1CCCCC1)C